(2-(pyrrolidin-1-yl)ethyl)carbamic acid 6-hydroxyhex-3-yl ester OCCCC(CC)OC(NCCN1CCCC1)=O